N1[CH-]C(CC1)=O 1H-2(5H)pyrrolidone